C(C)(C)(C)OC(=O)NC1(CC2=CC=C(C=C2CC1)OC1=CC2=CC=CC=C2C=C1)C(=O)OC methyl 2-((tert-butoxycarbonyl)amino)-6-(naphthalene-2-yloxy)-1,2,3,4-tetrahydronaphthalene-2-carboxylate